3-methyl-1,5,7,8-tetrahydroxy-6-methoxy-anthraquinone CC=1C=C(C=2C(C3=C(C(=C(C(=C3C(C2C1)=O)O)OC)O)O)=O)O